vinylphenoxy dodecyl-sulfonate C(CCCCCCCCCCC)S(=O)(=O)OOC1=C(C=CC=C1)C=C